9-[4-(4,6-diphenyl-1,3,5-triazine-2-yl)-2-dibenzothienyl]-2-phenyl-9H-carbazole C1(=CC=CC=C1)C1=NC(=NC(=N1)C1=CC=CC=C1)C1=CC(=CC2=C1SC1=C2C=CC=C1)N1C2=CC=CC=C2C=2C=CC(=CC12)C1=CC=CC=C1